ClC1=C(CCl)C(=C(C(=C1Cl)Cl)Cl)Cl 2,5-dichloro-trichlorobenzyl chloride